C1(=CC=CC=C1)S(=O)(=O)N1CC(OCC1)C(CNNC(NCC)=S)NNC(NCC)=S 2,2'-(1-(4-(phenylsulfonyl)morpholin-2-yl)ethane-1,2-diyl)bis(N-ethylhydrazine-1-thiocarboxamide)